[Si](C)(C)(C(C)(C)C)O[C@@H]1CN(C[C@@H](C1)NC=1C2=C(N=CN1)N(C=C2I)C(C2=CC=CC=C2)(C2=CC=CC=C2)C2=CC=CC=C2)C(=O)OC(C)(C)C tert-Butyl (3S,5R)-3-((tert-butyldimethylsilyl)oxy)-5-((5-iodo-7-trityl-7H-pyrrolo[2,3-d]pyrimidin-4-yl)amino)piperidine-1-carboxylate